CSC1=NC=C2C(=N1)N(N(C2=O)CC=C)C2=CC=CC(=N2)O[C@H]2CN(CCC2)C(=O)OC(C)(C)C tert-Butyl (3R)-3-({6-[6-(methylsulfanyl)-3-oxo-2-(prop-2-en-1-yl)-1H,2H,3H-pyrazolo[3,4-d]pyrimidin-1-yl]pyridin-2-yl}oxy)piperidine-1-carboxylate